C(C(C)(C)C)N1N=CC=2CN(CCC21)C(=O)OC(C)(C)C Tert-butyl 1-neopentyl-6,7-dihydro-1H-pyrazolo[4,3-c]pyridine-5(4H)-carboxylate